6',6'''-((2R,4S)-pentane-2,4-diylbis(oxy))bis(3-(3,6-di-tert-butyl-9H-carbazol-9-yl)-3'-fluoro-5-(2,4,4-trimethylpentan-2-yl)-[1,1'-biphenyl]-2-ol) C[C@H](C[C@H](C)OC1=CC=C(C=C1C=1C(=C(C=C(C1)C(C)(CC(C)(C)C)C)N1C2=CC=C(C=C2C=2C=C(C=CC12)C(C)(C)C)C(C)(C)C)O)F)OC1=CC=C(C=C1C=1C(=C(C=C(C1)C(C)(CC(C)(C)C)C)N1C2=CC=C(C=C2C=2C=C(C=CC12)C(C)(C)C)C(C)(C)C)O)F